2-[(2E)-2-(aminomethyl)-3-fluoroprop-2-en-1-yl]-4-[(5-{2-[(2-methoxyethyl)amino]pyrimidin-5-yl}thiophen-2-yl)methyl]-2,4-dihydro-3H-1,2,4-triazol-3-one hydrochloride Cl.NC/C(/CN1N=CN(C1=O)CC=1SC(=CC1)C=1C=NC(=NC1)NCCOC)=C\F